CN1C=CC=2C1=NC=CC2C2=NC=C(C1=C2CNC1=O)NC1=NC=C(C=C1)N1CCNCC1 4-(1-methyl-1H-pyrrolo[2,3-b]pyridin-4-yl)-7-((5-(piperazin-1-yl)pyridin-2-yl)amino)-2,3-dihydro-1H-pyrrolo[3,4-c]pyridin-1-one